2,3-dihydro-1,4-benzodioxolylCyclohexane O1C(CC2C1=CC=CO2)C2CCCCC2